N-(3-bromo-4-fluorophenyl)-N'-hydroxy-4-((3-(3-methyl-6-oxopyridazin-1(6H)-yl)propyl)amino)-1,2,5-oxadiazole-3-carboxamidine BrC=1C=C(C=CC1F)NC(=NO)C1=NON=C1NCCCN1N=C(C=CC1=O)C